1-(cyclohexylmethyl)-2-[(pyrrolidin-1-yl)methyl]-1H-benzimidazole C1(CCCCC1)CN1C(=NC2=C1C=CC=C2)CN2CCCC2